CC1=CC=CC(=N1)C1=NC=CC(=N1)NC1=NC(=NC=C1)NC=1SC=C(N1)CN1C[C@@H](CCC1)C(=O)O[C@H]1CN(CC1)C [(3R)-1-methylpyrrolidin-3-yl] (3R)-1-[[2-[[4-[[2-(6-methyl-2-pyridyl)pyrimidin-4-yl]amino]pyrimidin-2-yl]amino]thiazol-4-yl]methyl]piperidine-3-carboxylate